BrC1=CC(=NC=C1Cl)NC(C(C)C1=CC(=CC=C1)C#N)=O N-(4-bromo-5-chloropyridin-2-yl)-2-(3-cyanophenyl)Propionamide